AMINO[4-(DIHYDROXYBORYL)PHENYL]ACETIC ACID NC(C(=O)O)C1=CC=C(C=C1)B(O)O